{3-(4-fluorophenyl)-4-[6-(pyridin-2-yl)furo[2,3-d]pyrimidin-4-yl]-1H-pyrazol-1-yl}-2-methylpropan-2-ol FC1=CC=C(C=C1)C1=NN(C=C1C=1C2=C(N=CN1)OC(=C2)C2=NC=CC=C2)CC(C)(O)C